Di-tert-butyl 6-bromo-7-methyl-3,4-dihydro-1H-spiro[1,8-naphthyridine-2,3'-pyrrolidine]-1,1'-dicarboxylate BrC=1C=C2CCC3(CN(CC3)C(=O)OC(C)(C)C)N(C2=NC1C)C(=O)OC(C)(C)C